5-{5-chloro-1-methylpyrrolo[2,3-c]pyridin-2-yl}-4-methoxy-2-methylpyrimidine ClC=1C=C2C(=CN1)N(C(=C2)C=2C(=NC(=NC2)C)OC)C